OC=1C=CC(=NC1)NC(CCCCCC(C)C)=O N-(5-hydroxy-pyridin-2-yl)-7-methyloctan-amide